CN1N=CC=2C(CCCC12)=NO N-(1-methyl-1,5,6,7-tetrahydro-4H-indazol-4-ylidene)hydroxylamine